C1(CC1)C([C@@H](C(=O)NC=1C=NC(=CC1)C=1C(=NNC1C)C)NC(=O)C=1N(N=CC1)C(C)C)C1CC1 N-[(1S)-1-(dicyclopropylmethyl)-2-[[6-(3,5-dimethyl-1H-pyrazol-4-yl)-3-pyridyl]amino]-2-oxo-ethyl]-2-isopropyl-pyrazole-3-carboxamide